N-(3-chlorophenyl)[1,1':3',1''-terphenyl]-2,3,4,5,6-d5-5'-amine ClC=1C=C(C=CC1)NC=1C=C(C=C(C1)C1=C(C(=C(C(=C1[2H])[2H])[2H])[2H])[2H])C1=CC=CC=C1